[Na].[Na].C(CCCCCCC)(=O)O caprylic acid disodium